N[C@@H](CC=1OC(=CN1)C1=CC=C(C(=O)OC)C=C1)C(=O)NCCCCCC methyl (S)-4-(2-(2-amino-3-(hexylamino)-3-oxopropyl)oxazol-5-yl)benzoate